(2S)-2-(2-oxopyrrolidin-1-yl)-N-[(1s,4s)-4-{[6-chloro-2-(trifluoromethyl)quinolin-4-yl]amino}cyclohexyl]butanamide O=C1N(CCC1)[C@H](C(=O)NC1CCC(CC1)NC1=CC(=NC2=CC=C(C=C12)Cl)C(F)(F)F)CC